1-(3-bromo-4-fluorophenyl)-1H-pyrazole BrC=1C=C(C=CC1F)N1N=CC=C1